OCC(C1=CC=CC=C1)NC1=NC=NC=C1C(=O)O 4-((2-hydroxy-1-phenylethyl)amino)pyrimidine-5-carboxylic acid